COC1=C(C(N(C2=NC=C(C=C12)C1=CC=C(C=C1)OC)CCN1CCOCC1)=O)C(=O)OCC1=CC=CC=C1 benzyl 4-methoxy-6-(4-methoxyphenyl)-1-(2-morpholinylethyl)-2-oxo-1,2-dihydro-1,8-naphthyridine-3-carboxylate